7-amino-6-(1,5,6,7,8,9-hexahydroimidazo[4',5':4,5]benzo[1,2-d]azepin-2-yl)thieno[3,2-b]pyridin-5(4H)-one NC=1C2=C(NC(C1C=1NC=3C(=CC4=C(CCNCC4)C3)N1)=O)C=CS2